4-prop-2-enoyl-1-(1H-pyrrolo[2,3-b]pyridin-3-yl)piperazin-2-one C(C=C)(=O)N1CC(N(CC1)C1=CNC2=NC=CC=C21)=O